C(#C)C1=C2C(=CC(NC2=CC=C1F)=O)C1=C(C=2N=C(N=C(C2C=N1)N(C[C@H]1NCCC1)C)N1CCOCC1)F (S)-5-ethynyl-6-fluoro-4-(8-fluoro-4-(methyl(pyrrolidin-2-ylmethyl)amino)-2-morpholinopyrido[4,3-d]pyrimidin-7-yl)quinolin-2(1H)-one